ClC=1C=C(C=C(C1)Cl)N1C(CCC1=O)=O N-(3,5-dichlorophenyl)succinimide